C=C(CCCCC)CCCCCCC 6-methylenetridecane